1-Tert-butyl N-[2-[2-[2-[[2-(2,6-dioxo-3-piperidyl)-1-oxo-isoindolin-5-yl] methylcarbamoylamino]ethoxy]ethoxy]ethyl]carbamate O=C1NC(CCC1N1C(C2=CC=C(C=C2C1)CNC(=O)NCCOCCOCCNC(OC(C)(C)C)=O)=O)=O